FC1=CC=C(C=C1)[C@@H]1N(CCC2=CC=CC=C12)C(=O)OC1CN(CC1(F)F)C(=O)OC(C)(C)C 1-(tert-butoxycarbonyl)-4,4-difluoropyrrolidin-3-yl (1S)-1-(4-fluorophenyl)-3,4-dihydroisoquinoline-2(1H)-carboxylate